O[C@H]1[C@@H](O[C@@H]([C@H]1O)CO)N1C(N=C(C=C1)NC(C)=O)=C=O N-(1-((2R,3R,4S,5R)-3,4-Dihydroxy-5-(hydroxymethyl)tetrahydrofuran-2-yl)-2-carbonyl-1,2-dihydropyrimidin-4-yl)acetamide